ethyl 4-hydroxy-3-methylbutanoate OCC(CC(=O)OCC)C